sodium (2R,3S,4R,5R)-5-(4-amino-2-oxopyrimidin-1(2H)-yl)-3-hydroxy-4-methoxy-tetrahydrofuran NC1=NC(N(C=C1)[C@H]1[C@@H]([C@H](CO1)O)OC)=O.[Na]